BrC(CCOC)C1=C(C=C(C=C1F)F)F 2-(1-bromo-3-methoxypropyl)-1,3,5-trifluorobenzene